α,α,α-tris(hydroxymethyl)acetic acid OCC(C(=O)O)(CO)CO